(+/-)-(trans)-N-[8-chloro-6-(4-methyl-3-pyridinyl)-7-(trifluoromethyl)-3-isoquinolinyl]-2-cyano-cyclopropanecarboxamide ClC=1C(=C(C=C2C=C(N=CC12)NC(=O)[C@H]1[C@@H](C1)C#N)C=1C=NC=CC1C)C(F)(F)F |r|